(9E)-1-(tetrahydropyranyl)-9-hexadecen-11-yne O1C(CCCC1)CCCCCCCC\C=C\C#CCCCC